4-(4-((1R,5S)-3,8-diazabicyclo[3.2.1]octan-3-yl)-8-fluoro-2-((2-methyl-1,2,3,4-tetrahydroisoquinolin-5-yl)oxy)quinazolin-7-yl)naphthalen-2-ol [C@H]12CN(C[C@H](CC1)N2)C2=NC(=NC1=C(C(=CC=C21)C2=CC(=CC1=CC=CC=C21)O)F)OC2=C1CCN(CC1=CC=C2)C